FC1(CN(CC[C@H]1NC1=NN2C(C(=N1)OC)=C(C=C2[2H])C=2C=CC1=C(N(N=N1)CC(F)(F)F)C2)C2COC2)F (R)-N-(3,3-difluoro-1-(oxetan-3-yl)piperidin-4-yl)-4-methoxy-5-(1-(2,2,2-trifluoroethyl)-1H-benzo[d][1,2,3]triazol-6-yl)pyrrolo[2,1-f][1,2,4]triazin-7-d-2-amine